C(#N)C1=CC(=C(C=C1)CC(=O)OCC)OCC=1C=C(C2=C(C=CO2)C1)C1=CC(=CC=C1)C(CF)N[S@](=O)C(C)(C)C (-)-ethyl 2-(4-cyano-2-((7-(3-(1-((R)-1,1-dimethylethylsulfinamido)-2-fluoroethyl)phenyl)benzofuran-5-yl)methoxy)phenyl)acetate